C(C)(C)(C)OC(=O)N1CCC(CC1)CN1CCN(CC1)CC1CCN(CC1)C=1C(=C2CN(C(C2=CC1)=O)C1C(NC(CC1)=O)=O)Cl tert-butyl-4-[[4-[[1-[4-chloro-2-(2,6-dioxo-3-piperidyl)-1-oxo-isoindolin-5-yl]-4-piperidyl]methyl]piperazin-1-yl]methyl]piperidine-1-carboxylate